1-isopropyl-N-((S)-1-((1r,4S)-4-methylcyclohexyl)-2-oxo-2-((4-(((3S,5S)-2-oxo-5-(trifluoromethyl)pyrrolidin-3-yl)methyl)pyridin-2-yl)amino)ethyl)-1H-pyrazole-5-carboxamide C(C)(C)N1N=CC=C1C(=O)N[C@H](C(NC1=NC=CC(=C1)C[C@@H]1C(N[C@@H](C1)C(F)(F)F)=O)=O)C1CCC(CC1)C